FC([C@@H]1NCCC2=C1C=C(S2)[S@@](=O)(N)=NC(NC2=C1C(=CC=3CCCC23)CC1)=O)F |o1:11| (R or S,4R)-4-(difluoromethyl)-N'-((2,4,5,6-tetrahydro-1H-cyclobuta[f]inden-3-yl)carbamoyl)-4,5,6,7-tetrahydrothieno[3,2-c]pyridine-2-sulfonimidamide